C(C)(=O)C([C@H]([C@H]([C@H](C=O)O)O)O)(C(C)=O)C(C)=O 5-deoxytriacetyl-ribose